4-[(2-chloro-6-fluorophenyl)methyl]-3-[(4,4-difluorocyclohexyl)methyl]-4,5-dihydro-1,2,4-oxadiazol-5-one ClC1=C(C(=CC=C1)F)CN1C(=NOC1=O)CC1CCC(CC1)(F)F